OCC1=C2N=CN(C2=NC=N1)CCO 2-(6-(hydroxymethyl)-9H-purin-9-yl)ethanol